C1=CC=CC=2C3=CC=CC=C3C(C12)COC(=O)N(CC(=O)O)C N-{[(9H-fluoren-9-yl)methoxy]carbonyl}-N-methylglycine